ClC1=C(C=CC(=C1)Cl)C(C=O)CCC 2-(2,4-dichlorophenyl)valeraldehyde